The molecule is a phytofluene having (E)-double bonds at the 6-, 12-, 14-, 18-, 22- and 26 positions and (Z)-double bonds at the 10- and 16-positions. CC(=CCC/C(=C/CC/C(=C/CC/C(=C/C=C\\C=C(/C)\\C=C\\C=C(\\C)/CC/C=C(\\C)/CCC=C(C)C)/C)/C)/C)C